5-(2-ethoxy-3-pyridinyl)-N-[[3-(fluoromethyl)isoxazol-5-yl]methyl]-1-isopropyl-3-methyl-pyrazolo[4,3-b]pyridin-7-amine C(C)OC1=NC=CC=C1C1=CC(=C2C(=N1)C(=NN2C(C)C)C)NCC2=CC(=NO2)CF